C(C=C)OCC (2-propenyloxymethyl)methane